COC=1C=C(C(=O)OC2=C(C=CC=C2)C(C)=O)C=C(C1)OC 2-Acetylphenol 3,5-dimethoxybenzoate